(S)-3-(bicyclo[2.2.2]oct-1-yl)-2-((tert-butoxycarbonyl)amino)propionic acid C12(CCC(CC1)CC2)C[C@@H](C(=O)O)NC(=O)OC(C)(C)C